C1(CCCCC1)CC(C(=O)O)F 3-cyclohexyl-2-fluoropropionic acid